2-(methoxy-d3)-1,3-dinitrobenzene C(OC1=C(C=CC=C1[N+](=O)[O-])[N+](=O)[O-])([2H])([2H])[2H]